indium trifluoromethanesulfonic acid FC(S(=O)(=O)O)(F)F.[In]